N1-methylhexanediamide CNC(CCCCC(=O)N)=O